2-(5-(3-(4-Chloro-3,5-difluorobenzyl)-2-oxopyrrolidin-1-yl)-3-(pyridazin-4-yl)-1-((2-(trimethylsilyl)ethoxy)methyl)-1H-pyrazol-4-yl)acetonitrile ClC1=C(C=C(CC2C(N(CC2)C2=C(C(=NN2COCC[Si](C)(C)C)C2=CN=NC=C2)CC#N)=O)C=C1F)F